2-ethylsulfinyl-5-phenyl-6,7-dihydro-5H-pyrrolo[1,2-b][1,2,4]triazole C(C)S(=O)C=1N=C2N(N1)C(CC2)C2=CC=CC=C2